O[C@H]1C[C@H](C([C@@H]1CO)=O)N1C(NC(C(=C1)C)=O)=O 1-[(2R,4S,5R)-4-hydroxy-5-(hydroxymethyl)oxocyclopent-2-yl]-5-methyl-1,2,3,4-tetrahydropyrimidine-2,4-dione